3-(acetoxy(imino))butan-2-one C(C)(=O)ON=C(C(C)=O)C